(2R)-2-(2-chlorophenyl)-2-(methylamino)cyclohexan-1-one ClC1=C(C=CC=C1)[C@]1(C(CCCC1)=O)NC